C1(=CC=C(C=C1)N1N=NC=C1)C1=CC=CC=C1 1-([1,1-biphenyl]-4-yl)-1H-1,2,3-triazol